4-{(1R)-1-[(thien-2-ylsulfonyl)amino]ethyl}phenyl trifluoromethanesulfonate FC(S(=O)(=O)OC1=CC=C(C=C1)[C@@H](C)NS(=O)(=O)C=1SC=CC1)(F)F